C(C)C1=CN(C=2N=CN=C(C21)C)[C@H]2[C@@H]([C@@H]([C@H](C2)CNCCCNCCC2=CC=CC=C2)O)O (1R,2S,3R,5R)-3-{5-ethyl-4-methylpyrrolo[2,3-d]pyrimidin-7-yl}-5-[({3-[(2-phenylethyl)amino]propyl}amino)methyl]cyclopentane-1,2-diol